F[C@H]1C[C@H](N2N=C(N=C21)C=O)C2=C(C=CC=C2)F [(5S,7S)-7-fluoro-5-(2-fluorophenyl)-6,7-dihydro-5H-pyrrolo[1,2-b][1,2,4]triazol-2-yl]methanone